ClC=1C=C(C=CC1Cl)CN1C(N(C=2N=C(N(C2C1=O)C)N[C@H]1C(NCCC1)=O)C)=O |r| (±)-1-[(3,4-dichlorophenyl)methyl]-3,7-dimethyl-8-[(2-oxopiperidin-3-yl)amino]-2,3,6,7-tetrahydro-1H-purine-2,6-dione